pyrazinedione C1=NC(=O)C(=O)N=C1